neodymium bis(n-nonylphenyl)phosphate C(CCCCCCCC)C1=C(C=CC=C1)OP(=O)(OC1=C(C=CC=C1)CCCCCCCCC)[O-].[Nd+]